N-[3-(6-cyano-1,3-benzothiazol-2-yl)-1-bicyclo[1.1.1]pentanyl]-5-(1-methylsulfonylcyclopropyl)furan-2-carboxamide C(#N)C1=CC2=C(N=C(S2)C23CC(C2)(C3)NC(=O)C=3OC(=CC3)C3(CC3)S(=O)(=O)C)C=C1